FC=1C(=C(C=C(C1)CC1=CN=CO1)C(C(=O)OCC)N1C[C@@H](CC1)OCCCCCC1=NC=2NCCCC2C=C1)OC ethyl 2-(3-fluoro-2-methoxy-5-(oxazol-5-ylmethyl)phenyl)-2-((R)-3-((5-(5,6,7,8-tetrahydro-1,8-naphthyridin-2-yl)pentyl)oxy)pyrrolidin-1-yl)acetate